7-hydroxytryptamine OC1=C2NC=C(CCN)C2=CC=C1